2-((3-(3-aminopropoxy)-4'-(diphenyl-amino)-[1,1'-biphenyl]-4-yl)methylene)-1H-indene NCCCOC=1C=C(C=CC1C=C1CC2=CC=CC=C2C1)C1=CC=C(C=C1)N(C1=CC=CC=C1)C1=CC=CC=C1